ethyl 3-amino-8-bromo-imidazo[1,2-a]pyridine-2-carboxylate NC1=C(N=C2N1C=CC=C2Br)C(=O)OCC